N[C@H]1CCCC[C@@H]2N(C1=O)[C@@H](CC2)C(=O)N2C1(CC1)C(N(C2=O)C=2C=NC(=CC2)C(F)F)=O 4-((3S,6S,10aS)-6-amino-5-oxodecahydropyrrolo[1,2-a]azocine-3-carbonyl)-6-(6-(difluoromethyl)pyridin-3-yl)-4,6-diazaspiro[2.4]heptane-5,7-dione